O1C(=CC=C1C(=O)O)C(=O)O 2,5-Furandi-carboxylic acid